FC1=CC=CC=2NC(OC(C21)=O)=O 5-fluoro-1H-benzo[d][1,3]oxazine-2,4-dione